C(C(=O)O)(=O)O.C(C(=O)O)(=O)O.N1=C(C=CC=C1)CN1CCN(C2=CC=CC=C12)C(CCN1CCCC1)=O 1-(4-(pyridin-2-ylmethyl)-3,4-dihydroquinoxaline-1(2H)-yl)-3-(pyrrolidin-1-yl)propan-1-one di-oxalate